4-[5-(4-benzyl-6-chloro-2-oxo-1H-quinolin-3-yl)-3-[4-(trifluoromethyl)phenyl]-3,4-dihydropyrazol-2-yl]-4-oxo-butanoic acid C(C1=CC=CC=C1)C1=C(C(NC2=CC=C(C=C12)Cl)=O)C=1CC(N(N1)C(CCC(=O)O)=O)C1=CC=C(C=C1)C(F)(F)F